tert-butyl 4-(((3R,4R)-3-(4-(tert-butoxycarbonyl) phenyl)-1-methylpiperidin-4-yl)methyl)-5-methoxy-7-methyl-1H-indole-1-carboxylate C(C)(C)(C)OC(=O)C1=CC=C(C=C1)[C@@H]1CN(CC[C@H]1CC1=C2C=CN(C2=C(C=C1OC)C)C(=O)OC(C)(C)C)C